2-chloro-4-(4-isopropoxy-2-methylanilino)pyridine ClC1=NC=CC(=C1)NC1=C(C=C(C=C1)OC(C)C)C